C(C)(C)(C)C1=NC(=NC(=N1)C(C)(C)C)Cl 2,4-di-tert-butyl-6-chloro-1,3,5-triazine